[SiH3]C#C silylethyn